pyrrolocyclotridecan N1C=CC2=C1CCCCCCCCCCC2